FC(C(C(C(C(C(C(C(C(C(F)(F)F)(F)F)(F)F)(F)F)(F)F)(F)F)(F)F)(F)F)(F)F)(S(=O)(=O)O)F perfluoro-1-decanesulfonic acid